(+/-)-cis-1-(4-chlorophenyl)-2-(1H-1,2,4-triazol-1-yl)-cycloheptanol ClC1=CC=C(C=C1)[C@]1([C@@H](CCCCC1)N1N=CN=C1)O |r|